ferric tetrachloride [Fe-](Cl)(Cl)(Cl)Cl